FC1=C(C=CC(=C1C=1C=NN(C1)C(C)C1=CC=C(C=C1)F)F)C1=CC=2N(C=C1)N=C(N2)N 7-(2,4-difluoro-3-(1-(1-(4-fluorophenyl)ethyl)-1H-pyrazol-4-yl)phenyl)-[1,2,4]triazolo[1,5-a]pyridin-2-amine